di-(4-methylbenzyl) oxalate oxalate C(C(=O)O)(=O)O.C(C(=O)OCC1=CC=C(C=C1)C)(=O)OCC1=CC=C(C=C1)C